(6-(1'-(2-(6,6-dimethyl-4,5,6,7-tetrahydro-1H-indazol-3-yl)-1H-indole-6-carbonyl)-[4,4'-bipiperidin]-1-yl)pyridin-3-yl)piperidine-2,6-dione CC1(CCC=2C(=NNC2C1)C=1NC2=CC(=CC=C2C1)C(=O)N1CCC(CC1)C1CCN(CC1)C1=CC=C(C=N1)N1C(CCCC1=O)=O)C